10,13-dimethyl-17-((R)-6-methylheptan-2-yl)hexadecahydro-1H-cyclopenta[a]phenanthren-3-yl (2-((2-hydroxyethyl)(methyl)amino)ethyl)carbamate OCCN(CCNC(OC1CCC2(C3CCC4(C(CCC4C3CCC2C1)[C@H](C)CCCC(C)C)C)C)=O)C